BrC1=C(N(N=C1)C)C=1C(=C2C=CC=CN2C1)C#N 2-(4-bromo-2-methyl-pyrazol-3-yl)indolizine-1-carbonitrile